tert-butyl 4-formyl-4-prop-2-ynyl-piperidine-1-carboxylate C(=O)C1(CCN(CC1)C(=O)OC(C)(C)C)CC#C